C(C=C)[C@]1([C@H](N(C[C@H]1OS(=O)(=O)C)C(=O)OC(C)(C)C)C(=O)OC)CCOS(=O)(=O)C 1-(tert-butyl) 2-methyl (2S,3R,4S)-3-allyl-4-((methylsulfonyl)oxy)-3-(2-((methylsulfonyl)oxy)ethyl)pyrrolidine-1,2-dicarboxylate